3-Cyano-2-isopropyl-N-(5-methyl-1-(1-methyl-1H-pyrazol-4-yl)-1H-indazol-6-yl)benzamide C(#N)C=1C(=C(C(=O)NC2=C(C=C3C=NN(C3=C2)C=2C=NN(C2)C)C)C=CC1)C(C)C